3-(trimethoxy silyl)propyl acrylate C(C=C)(=O)OCCC[Si](OC)(OC)OC